C(C)N1C[C@H](C(CC1)N1CCN(CC1)C)C 1-((3R)-1-ethyl-3-methylpiperidin-4-yl)-4-methylpiperazine